1-(4-(3,4-dichlorophenyl)-5-(isopropylthio)thiazol-2-yl)-4-(3-isopropylphenyl)-3-methyl-1H-pyrazole-5-carboxylic acid ClC=1C=C(C=CC1Cl)C=1N=C(SC1SC(C)C)N1N=C(C(=C1C(=O)O)C1=CC(=CC=C1)C(C)C)C